4-fluoro-2-[4-[[(1S,2R)-2-hydroxycyclohexyl]amino]pyrido[3,4-d]pyridazin-1-yl]-5-(trifluoromethyl)phenol FC1=CC(=C(C=C1C(F)(F)F)O)C1=C2C(=C(N=N1)N[C@@H]1[C@@H](CCCC1)O)C=NC=C2